FC(C(=O)O)(F)F.C12CCC(CC1)N2CC2=C(CNC=1C=CC(=NC1C(F)(F)F)S(=O)(=O)NC=1N=CSC1)C(=CC=C2)F 5-((2-((7-azabicyclo[2.2.1]hept-7-yl)methyl)-6-fluorobenzyl)amino)-N-(thiazol-4-yl)-6-(trifluoromethyl)pyridine-2-sulfonamide trifluoroacetate salt